C(CCC)OCNC(C=C)=O N-n-butoxymethylacrylamide